ClC=1C=C2C(=CC=NC2=CC1C1=C(C=CC=C1C)C)N1C(CNCC1)C 6-chloro-7-(2,6-dimethylphenyl)-4-(2-methylpiperazin-1-yl)quinoline